ClC=1C(=C2C(=NC1)NC(=N2)C2=CC=C(C=C2)N2CCN(CC2)CCOC(C)C)NC2CCN(CC2)C(C)C 6-Chloro-2-(4-{4-[2-(1-methylethoxy)ethyl]piperazin-1-yl}phenyl)-N-[1-(1-methylethyl)piperidin-4-yl]-3H-imidazo[4,5-b]pyridin-7-amine